N-(4-(tert-butyl)-2-(methyl-d3)phenyl)-5,5,8,8-tetramethyl-5,6,7,8-tetrahydronaphthalen-2-amine C(C)(C)(C)C1=CC(=C(C=C1)NC1=CC=2C(CCC(C2C=C1)(C)C)(C)C)C([2H])([2H])[2H]